COC(=O)C1CCC2C(=NOC21)C(CC)CC 3-(1'-ethylpropyl)-3a,5,6,6a-tetrahydro-4H-cyclopenta[d]Isoxazole-6-carboxylic acid methyl ester